triethylphenylammonium citraconate C(\C(\C)=C/C(=O)[O-])(=O)[O-].C(C)[N+](C1=CC=CC=C1)(CC)CC.C(C)[N+](CC)(CC)C1=CC=CC=C1